1-isopropylpyridin-2(1H)-one C(C)(C)N1C(C=CC=C1)=O